ethyl 4-(7-(pyridin-3-yl)-5,6,7,8-tetrahydroimidazo[1,2-a]pyrazin-3-yl)benzoate N1=CC(=CC=C1)N1CC=2N(CC1)C(=CN2)C2=CC=C(C(=O)OCC)C=C2